CC(C(=O)Cl)(C)SC 2-methyl-2-(methylthio)propionyl chloride